(R)-2-(7-chloro-4-oxoquinazolin-3(4H)-yl)-N-(4-(1,4-dimethyl-1H-pyrazol-5-yl)phenyl)propanamide ClC1=CC=C2C(N(C=NC2=C1)[C@@H](C(=O)NC1=CC=C(C=C1)C1=C(C=NN1C)C)C)=O